N-[5-[5-(1,4-diazepan-1-carbonyl)-4-methoxy-2-methyl-phenyl]sulfanylthiazol-2-yl]-3-[(dimethylamino)methyl]benzamide N1(CCNCCC1)C(=O)C=1C(=CC(=C(C1)SC1=CN=C(S1)NC(C1=CC(=CC=C1)CN(C)C)=O)C)OC